C(C1=CC=CC=C1)O[C@@H]([C@@H](C(=O)NC)NC(=O)[C@H]1CNCC12CN(C2)C(=O)[C@@H]2C(C2)(C)C)C (R)-N-((2S,3R)-3-(benzyloxy)-1-(methylamino)-1-oxobutan-2-yl)-2-((S)-2,2-dimethylcyclopropane-1-carbonyl)-2,6-diazaspiro[3.4]octane-8-carboxamide